N-(3-fluoro-4-((6-(2-fluoro-4-nitrophenoxy)-7-methoxyquinolin-4-yl)oxy)phenyl)-N-(4-fluorophenyl)cyclopropane-1,1-dicarboxamide FC=1C=C(C=CC1OC1=CC=NC2=CC(=C(C=C12)OC1=C(C=C(C=C1)[N+](=O)[O-])F)OC)N(C(=O)C1(CC1)C(=O)N)C1=CC=C(C=C1)F